CN1C([C@H](OC(N2CCC3(OC(NC=4N=CC(CCCOCCCCC1)=CC34)=O)CC2)=O)CC=2C=C3C=NNC3=C(C2)C)=O (7R)-9-methyl-7-[(7-methyl-1H-indazol-5-yl)methyl]-6,15,25-trioxa-4,9,21,23-tetrazatetracyclo[17.6.2.21,4.022,26]nonacosa-19(27),20,22(26)-triene-5,8,24-trione